C(=O)(O)CCN[C@@H](C)C(=O)O N-(2-carboxyethyl)-alanine